ClC=1C(=C(C=CC1)NC=1C2=C(N=CN1)C=CC(=N2)N2CC(CC2)N(C(C=C)=O)C)F N-(1-(4-((3-Chloro-2-fluorophenyl)amino)pyrido[3,2-d]pyrimidin-6-yl)pyrrolidin-3-yl)-N-methylacrylamide